C(C)(C)(C)N(C(O)=O)CCCC[C@@H](C(=O)N(C)C(C(=O)C1=CC2=C(OCO2)C=C1)C)N(C(O)=O)C(C)(C)C.C(=O)(O)C(C(C)C1(C2=CC=CC=C2C=2C=CC=CC12)C(C(C)C(=O)O)C)C 9,9-bis(2-carboxy-1-methylpropyl)fluorene di-tert-butyl-((5S)-6-((1-(benzo[d][1,3]dioxol-5-yl)-1-oxopropan-2-yl)(methyl)amino)-6-oxohexane-1,5-diyl)dicarbamate